ClC1=CC2=C(NC([C@@H](N=C2C2=CC=CC=C2)C(CC)CC)=O)C=C1 (S)-7-chloro-3-(pent-3-yl)-5-phenyl-1H-benzo[e][1,4]diazepin-2(3H)-one